N-((2S,3S)-4-(3,4-dihydroisoquinolin-2(1H)-yl)-2,3-dihydroxybutyl)-6-(1-methyl-2-oxo-1,2-dihydropyridin-4-yl)imidazo[1,2-a]pyridine-2-carboxamide C1N(CCC2=CC=CC=C12)C[C@@H]([C@H](CNC(=O)C=1N=C2N(C=C(C=C2)C2=CC(N(C=C2)C)=O)C1)O)O